CC1(C(=CC=C1)C)[Ti](C1=CC=CC=C1)(C1=CC=CC=C1)C1(C(=CC=C1)C)C bis(1,2-dimethylcyclopentadienyl)diphenyl-titanium